C(CC)NC(CCCCCCCCCCCCCC(=O)N)=O 15-(propylamino)-15-oxopentadecanamide